(R)-N-(4-((2-(1,1-difluoroethyl)-6-methylpyrimidin-4-yl)amino)-5-(7-hydroxy-5-methyl-4,5,6,7-tetrahydropyrazolo[1,5-a]pyrazin-2-yl)pyridin-2-yl)acetamide FC(C)(F)C1=NC(=CC(=N1)NC1=CC(=NC=C1C1=NN2C(CN(C[C@H]2O)C)=C1)NC(C)=O)C